N-(1-naphthyl)carbazole C1(=CC=CC2=CC=CC=C12)N1C2=CC=CC=C2C=2C=CC=CC12